(1R,3R,5S)-8-[(1S,2R)-2-amino-3,3-difluorocyclohexyl]-N-(cyclopropylmethyl)-N-methyl-8-azabicyclo[3.2.1]octan-3-amine N[C@@H]1[C@H](CCCC1(F)F)N1[C@H]2CC(C[C@@H]1CC2)N(C)CC2CC2